3-(1-(((1r,3r)-3-((10-((2-(2,6-dioxopiperidin-3-yl)-1,3-dioxoisoindolin-4-yl)amino)decyl)carbamoyl)adamantan-1-yl)methyl)-5-methyl-1H-pyrazol-4-yl)picolinic acid O=C1NC(CCC1N1C(C2=CC=CC(=C2C1=O)NCCCCCCCCCCNC(=O)C12CC3(CC(CC(C1)C3)C2)CN2N=CC(=C2C)C=2C(=NC=CC2)C(=O)O)=O)=O